2,3-dihydro-benzofuran-5-carboxylic acid [2-(cyclopropyl-oxetan-3-yl-amino)-benzooxazol-5-yl]-amide C1(CC1)N(C=1OC2=C(N1)C=C(C=C2)NC(=O)C=2C=CC1=C(CCO1)C2)C2COC2